methyl 4-amino-7-chloro-1-(2-chlorophenyl)-2-oxo-1,2-dihydroquinoline-3-carboxylate NC1=C(C(N(C2=CC(=CC=C12)Cl)C1=C(C=CC=C1)Cl)=O)C(=O)OC